CSC(C=O)C 2-(methyl-thio)propan-1-one